CC1=NC(=C(C(=C1C)N)C)C 2,3,5,6-tetramethyl-4-pyridinamine